1,12-bis[2-[4-(4,6-diphenyl-1,3,5-triazin-2-yl)-3-hydroxyphenoxy]ethyl]dodecanediol C1(=CC=CC=C1)C1=NC(=NC(=N1)C1=CC=CC=C1)C1=C(C=C(OCCC(CCCCCCCCCCCCCOC2=CC(=C(C=C2)C2=NC(=NC(=N2)C2=CC=CC=C2)C2=CC=CC=C2)O)(O)O)C=C1)O